C(C)OC1=NC=CC=C1C1=NC(=C(C=C1)OC1CC2(CN(C2)C(=O)C2(CCCC2)F)C1)O[C@@H]1CNCC1 {6-[(2'-ethoxy-6-{[(3S)-pyrrolidin-3-yl]oxy}[2,3'-bipyridin]-5-yl)oxy]-2-azaspiro[3.3]heptan-2-yl}(1-fluorocyclopentyl)methanone